[Ho].[Ni].[Sb].[Sn] tin antimony nickel holmium